5-[(1R)-2-(2-{4-[4-(2-amino-2-methyl-propoxy)-phenylamino]-phenyl}-ethylamino)-1-hydroxy-ethyl]-8-hydroxy-1H-quinolin-2-one NC(COC1=CC=C(C=C1)NC1=CC=C(C=C1)CCNC[C@H](O)C1=C2C=CC(NC2=C(C=C1)O)=O)(C)C